(6-cyano-2-fluorobenzyl)oxy-3,4-dihydroisoquinolin C(#N)C1=CC=CC(=C1COC1=NCCC2=CC=CC=C12)F